COC1CN(C1)C1=CC=CC(=N1)C1=NC2=CC(=NC=C2C=C1)CNC(C1=CN=CC(=C1)S(=O)(=O)C)=O N-((2-(6-(3-methoxyazetidin-1-yl)pyridin-2-yl)-1,6-naphthyridin-7-yl)methyl)-5-(methylsulfonyl)nicotinamide